C(C)C1=C(CCC(C1)(C)C)CCC1OCCO1 2-(2-(2-ethyl-4,4-dimethylcyclohex-1-en-1-yl)ethyl)-1,3-dioxacyclopentane